FC1=C(C=CC(=C1F)C=1C=NN(C1C1=NC=CC=C1)COCC[Si](C)(C)C)O 2,3-difluoro-4-[5-(2-pyridyl)-1-(2-trimethylsilylethoxymethyl)pyrazol-4-yl]phenol